sodium tetrabutylborate C(CCC)[B-](CCCC)(CCCC)CCCC.[Na+]